1-(5-((9-(4-(tert-Butyl)pyridin-2-yl)-9H-carbazol-2-yl)oxy)benzofuran-3-yl)-3-(methyl-d3)-1H-benzo[d]imidazol-3-ium iodide [I-].C(C)(C)(C)C1=CC(=NC=C1)N1C2=CC=CC=C2C=2C=CC(=CC12)OC=1C=CC2=C(C(=CO2)N2C=[N+](C3=C2C=CC=C3)C([2H])([2H])[2H])C1